FC=1C(=NC=NC1N(CC1=CC=C(C=C1)C(F)(F)F)C1COCC1)NCC1=CC=C(C=C1)CC(=O)N 2-[4-[[[5-fluoro-6-[tetrahydrofuran-3-yl-[[4-(trifluoromethyl)phenyl]methyl]amino]pyrimidin-4-yl]amino]methyl]phenyl]acetamide